1,3,4,5-tetrahydro-1-benzoazepin-2-one N1C(CCCC2=C1C=CC=C2)=O